N[C@@H](C(=O)O)CC(=O)C1=C(C=CC(=C1)C)N (R)-2-amino-4-(2-amino-5-methylphenyl)-4-oxobutanoic acid